Tetraoctylphosphonium diethylphosphat C(C)OP(=O)(OCC)[O-].C(CCCCCCC)[P+](CCCCCCCC)(CCCCCCCC)CCCCCCCC